ClC1=CC(=C(S1)C1=NC=C(C(=N1)C)O[C@@H]1C[C@H](CCC1)C(=O)O)CNC1=NC=CC(=N1)OC1CC1 (1S,3S)-3-((2-(5-Chloro-3-(((4-cyclopropoxypyrimidin-2-yl)amino)methyl)thiophen-2-yl)-4-methyl-Pyrimidine-5-yl)oxy)cyclohexane-1-carboxylic acid